FC=1C=C(COC=2C=C3N(C(N2)=O)CC2N3CCO2)C=C(C1F)F 6-((3,4,5-Trifluorobenzyl)oxy)-10,10a-dihydro-2H-oxazolo[3',2':3,4]imidazo[1,2-c]pyrimidin-8(3H)-one